NC1=C(C=CC(=C1F)NCC1=CC=C(C=C1)C(F)(F)F)NC(CCCCC(C(CC)F)F)=O N-(2-Amino-3-fluoro-4-((4-(trifluoromethyl)benzyl)amino)phenyl)-6,7-difluorononanamid